3-(7-methoxy-5-methylbenzothiophen-2-yl)-1-(pyrrolidin-3-yl)-1H-pyrazolo[3,4-d]pyrimidine-4-amine hydrochloride Cl.COC1=CC(=CC=2C=C(SC21)C2=NN(C1=NC=NC(=C12)N)C1CNCC1)C